1-(4-methoxyphenyl)-7a-morpholino-3-(trifluoromethyl)-3a,4,5,6-tetrahydro-1H-pyrazolo[3,4-c]pyridin-7(7aH)-one COC1=CC=C(C=C1)N1N=C(C2C1(C(NCC2)=O)N2CCOCC2)C(F)(F)F